(S)-7-((S)-4-acryloyl-2-methylpiperazin-1-yl)-9-chloro-10-(2-fluorophenyl)-2,3-dihydro-5H-[1,4]thiazino[2,3,4-ij]quinazolin-5-one C(C=C)(=O)N1C[C@@H](N(CC1)C1=NC(N2C3=C(C(=C(C=C13)Cl)C1=C(C=CC=C1)F)SCC2)=O)C